2-(1,3-dioxoisoindolin-2-yl)spiro[3.5]nonan O=C1N(C(C2=CC=CC=C12)=O)C1CC2(C1)CCCCC2